ClC1=C(C=NN(C1=O)C)N[C@@H]1C[C@@H](CN(C1)C)C1=CC=C(C(=O)N2CCC3(CC2)CCN(CC3)C3=CC(=C(C=C3C)C3C(NC(CC3)=O)=O)F)C=C1 3-[4-[3-[4-[(3R,5R)-5-[(5-chloro-1-methyl-6-oxo-pyridazin-4-yl)amino]-1-methyl-3-piperidyl]benzoyl]-3,9-diazaspiro[5.5]undecan-9-yl]-2-fluoro-5-methyl-phenyl]piperidine-2,6-dione